[Na].C(C1=CC=CC2=CC=CC=C12)C1=CC=CC2=CC=CC=C12 methylene-bis-naphthalene sodium